Methyl (E)-5-bromo-4-((1-(dimethylamino)ethylidene)amino)pyrimidine-2-carboxylate BrC=1C(=NC(=NC1)C(=O)OC)/N=C(\C)/N(C)C